FC(C12CCC(CC1)(C2)C(=O)N2C[C@H]1OC3=C([C@@H]2C1)C=NC=C3C#N)(F)F (2S,5S)-4-(4-(Trifluoromethyl)bicyclo[2.2.1]heptane-1-carbonyl)-2,3,4,5-tetrahydro-2,5-methanopyrido[3,4-f][1,4]oxazepine-9-carbonitrile